6-chloro-5-methoxypyridin-3-amine ClC1=C(C=C(C=N1)N)OC